diglycidyldiethylene glycol C(C1CO1)C(COCCO)(CC1CO1)O